(2S)-2-amino-3,3-dicyclopropyl-N-[5-(3,5-dimethyl-1H-pyrazol-4-yl)pyrazin-2-yl]propenamide NC(C(=O)NC1=NC=C(N=C1)C=1C(=NNC1C)C)=C(C1CC1)C1CC1